BrCC(=O)C1=CC=C(C=C1)S(=O)(=O)C 2-bromo-1-(4-(methylsulfonyl)phenyl)-1-ethanone